C(C1=CC=CC=C1)OC(C1=C(C(=C(C=C1OC)OC(C1=C(C(=C(C=C1C)O[Si](C1=CC=CC=C1)(C1=CC=CC=C1)C(C)(C)C)C)O)=O)C)C)=O.C(C=C)(=O)OCCCCCCCCCC[Si](OCC)(OCC)OCC acryloyloxydecyl-triethoxysilane benzyl-4-{4-[(tert-butyldiphenylsilyl)oxy]-2-hydroxy-3,6-dimethylbenzoyloxy}-6-methoxy-2,3-dimethylbenzoate